C(C)N(C1(CCC2(CNC(N2)=O)CC1)C1=CC=CC=C1)C 8-(Ethylmethyl-amino)-2-oxo-8-phenyl-1,3-diazaspiro[4.5]decan